N(N)=C1C=C2N(C(CC=3C=C(C(=NC23)OC)OCCCOC)C(C)C)C=C1C(=O)NN 10-Hydrazinylidene-6-isopropyl-2-methoxy-3-(3-methoxypropoxy)-5H,6H-pyrido[1,2-h]1,7-naphthyridine-9-carbohydrazide